COC1=CC=C(C=C1C1=C(C=CC=C1C)C)C=1NC(=C([N+]1[O-])C(NC1=CC(=CC=C1)C(NC)=S)=O)C 2-(6-methoxy-2',6'-dimethyl-[1,1'-biphenyl]-3-yl)-5-methyl-4-((3-(methylcarbamothioyl)phenyl)carbamoyl)-1H-imidazole 3-oxide